(2,3-epoxypropoxy)-N,N-di(2,3-epoxypropyl)aniline C(C1CO1)OC1=C(N(CC2CO2)CC2CO2)C=CC=C1